C(C)(C)(C)OC(=O)N1CCN(CC1)[C@H]1[C@H](CN(CC1)C1=C2C(C(N(C2=CC=C1)C1C(NC(CC1)=O)=O)=O)(C)C)F 4-((3S,4R)-1-(1-(2,6-dioxopiperidin-3-yl)-3,3-dimethyl-2-oxoindol-4-yl)-3-fluoropiperidin-4-yl)piperazine-1-carboxylic acid tert-butyl ester